FC(CCN(C)C)(C1=CC(=CC=C1)[C@@H]1NC[C@H](CC1)C)F 3,3-difluoro-N,N-dimethyl-3-[3-[(2R,5S)-5-methyl-2-piperidyl]phenyl]propan-1-amine